7-(4-chloro-3-methoxyphenyl)-5,6,7,8-tetrahydro-2,7-naphthyridine-3-carboxylic acid ClC1=C(C=C(C=C1)N1CCC=2C=C(N=CC2C1)C(=O)O)OC